N-(pyridin-2-yl)benzamid N1=C(C=CC=C1)NC(C1=CC=CC=C1)=O